N-(5-Benzyl-1,3,4-thiadiazol-2-yl)benzamide C(C1=CC=CC=C1)C1=NN=C(S1)NC(C1=CC=CC=C1)=O